4-(((6-(Cyclopropyl(4-(trifluoromethyl)benzyl)amino)-5-fluoropyrimidin-4-yl)amino)methyl)-3-methylpiperidin-3-ol C1(CC1)N(C1=C(C(=NC=N1)NCC1C(CNCC1)(O)C)F)CC1=CC=C(C=C1)C(F)(F)F